N-[(3-benzyloxycyclobutylidene)amino]-4-methyl-benzenesulfonamide C(C1=CC=CC=C1)OC1CC(C1)=NNS(=O)(=O)C1=CC=C(C=C1)C